2-OXO-1-PHENYLINDOLINE-3-CARBALDEHYDE O=C1N(C2=CC=CC=C2C1C=O)C1=CC=CC=C1